3-Phenyl-1,2-thiazole-5-carboxylic acid C1(=CC=CC=C1)C1=NSC(=C1)C(=O)O